(pyridinyl)(phenyldibenzofuranyl)benzene N1=C(C=CC=C1)C1=C(C=CC=C1)C1=C(C=CC=2OC3=C(C21)C=CC=C3)C3=CC=CC=C3